COC1=CC=C(C=C1)[I+]C1=CC=C(C=C1)OCCCCCCCC (4-methoxyphenyl)(4-octyloxyphenyl)iodonium